CC1=CC=C(C=C1)S(=O)(=O)NN=C1CC(C1)NC(OC(C)(C)C)=O tert-butyl N-[3-[(4-methylbenzenesulfonamido)imino]-cyclobutyl]carbamate